C[C@@H]1N(CC1)C=1N=C(C2=C(N1)CCC2)C=2C=C(C=NC2)S(=O)(=O)N 5-[2-[(2S)-2-methylazetidin-1-yl]-6,7-dihydro-5H-cyclopenta[d]pyrimidin-4-yl]pyridine-3-sulfonamide